tert-Butyl (1R,4R)-4-(4-(((R)-1-(4-(2-chloro-6-((methylamino)methyl)phenyl)thien-2-yl)ethyl)amino)-7-methoxy-2-methylquinazolin-6-yl)cyclohexane-1-carboxylate ClC1=C(C(=CC=C1)CNC)C=1C=C(SC1)[C@@H](C)NC1=NC(=NC2=CC(=C(C=C12)C1CCC(CC1)C(=O)OC(C)(C)C)OC)C